NC1=CC(=C(C(=C1)C)N1N=C(C(=C1)C#N)N(C(OC(C)(C)C)=O)C(=O)OC(C)(C)C)C(F)F tert-butyl (1-(4-amino-2-(difluoromethyl)-6-methylphenyl)-4-cyano-1H-pyrazol-3-yl)(tert-butoxycarbonyl)carbamate